C(C1=CC=CC=C1)NC1=NC=2N(C=C1)N=C(C2C#N)Br 5-(benzylamino)-2-bromo-pyrazolo[1,5-a]pyrimidine-3-carbonitrile